tert-Butyl 4-(2,2-difluoroethyl)-2-(3-hydroxy-4-(methoxycarbonyl)phenyl)piperazine-1-carboxylate FC(CN1CC(N(CC1)C(=O)OC(C)(C)C)C1=CC(=C(C=C1)C(=O)OC)O)F